tert-butyl N-[(2S)-1-(3-bromo-2-methylphenoxy)-4-carbamoylbutan-2-yl]carbamate BrC=1C(=C(OC[C@H](CCC(N)=O)NC(OC(C)(C)C)=O)C=CC1)C